4-[4-({4-[4-(tert-butoxycarbonyl-amino-methyl)-phenylcarbamoyl]-bicyclo[2.2.1]heptane-1-carbonyl}-amino)-phenyl]-3,6-dihydro-2H-pyridine-1-carboxylic acid tert-butyl ester C(C)(C)(C)OC(=O)N1CCC(=CC1)C1=CC=C(C=C1)NC(=O)C12CCC(CC1)(C2)C(NC2=CC=C(C=C2)C(N)C(=O)OC(C)(C)C)=O